ClC=1C(=NC(=NC1)NC1CCOCC1)C1=CC=C2CN(C(C2=C1)=O)[C@H](C(=O)N[C@H](C)C1=CC(=CC=C1)OC)CO (2S)-2-(6-{5-chloro-2-[(oxan-4-yl)amino]pyrimidin-4-yl}-1-oxo-2,3-dihydro-1H-isoindol-2-yl)-3-hydroxy-N-[(1R)-1-(3-methoxyphenyl)ethyl]propanamide